4-(2-(4-(2-acetyl-5-chlorophenyl)-3-methoxy-6-oxopyridazin-1(6H)-yl)-3-(m-tolyl)propionamido)benzoic acid C(C)(=O)C1=C(C=C(C=C1)Cl)C=1C(=NN(C(C1)=O)C(C(=O)NC1=CC=C(C(=O)O)C=C1)CC=1C=C(C=CC1)C)OC